ClC=1C=CC(=NC1)C=1N=C2N(C=CC=C2)C1CN1CC2CCC(C1)N2C(=O)OC(C)(C)C tert-Butyl 3-{[2-(5-chloropyridin-2-yl)imidazo[1,2-a]pyridin-3-yl]methyl}-3,8-diazabicyclo[3.2.1]octane-8-carboxylate